ClC1=CC=C(C=C1)C1(CCN(CC1)C(=O)OC(C)(C)C)NS(=O)(=O)C1=CC(=C(C=C1)OC(F)(F)F)NC tert-butyl 4-(4-chlorophenyl)-4-[[3-(methylamino)-4-(trifluoromethoxy)phenyl]sulfonylamino]piperidine-1-carboxylate